6-(2-chlorophenyl)-N-(3-(piperazin-1-yl)phenyl)-8,9-dihydroimidazo[1',2':1,6]pyrido[2,3-d]pyrimidin-2-amine ClC1=C(C=CC=C1)C1=CC2=C(N=C(N=C2)NC2=CC(=CC=C2)N2CCNCC2)N2C1=NCC2